FC(SN1C(C2=CC=CC=C2C1=O)=O)([2H])F 2-((difluoromethyl-d)thio)isoindoline-1,3-dione